tert-butyl ((1R,4R)-4-(18-phenyl-2,5,8,11,14,17-hexaoxaoctadecyl)cyclohexyl)carbamate C1(=CC=CC=C1)COCCOCCOCCOCCOCCOCC1CCC(CC1)NC(OC(C)(C)C)=O